C(C1=C(C=CC=C1)N(C([O-])=S)CC)C1=C(C=CC=C1)N(C([O-])=S)CC methylenediphenylene-bis(ethyl thiocarbamate)